N-(2-(4-(2-((3-((2-(2,6-dioxopiperidin-3-yl)-1,3-dioxoisoindolin-4-yl)amino)propyl)amino)-2-oxoethyl)piperazin-1-yl)ethyl)-6-hydroxy-2-oxo-2H-chromene-3-carboxamide O=C1NC(CCC1N1C(C2=CC=CC(=C2C1=O)NCCCNC(CN1CCN(CC1)CCNC(=O)C=1C(OC2=CC=C(C=C2C1)O)=O)=O)=O)=O